ClC=1C=C(C(=O)N2CC3=C(C[C@H]2C)N(N=C3C(=O)OCC)C3OCCCC3)C=CC1Cl ethyl (6R)-5-(3,4-dichlorobenzoyl)-6-methyl-1-(tetrahydro-2H-pyran-2-yl)-4,5,6,7-tetrahydro-1H-pyrazolo[4,3-c]pyridine-3-carboxylate